7-((1H-imidazol-1-yl)methyl)-2-(6-ethyl-8-(methoxymethyl)quinolin-4-yl)-5-(1-methyl-3-(trifluoromethyl)-1H-pyrazol-4-yl)-3,4-dihydroisoquinolin-1(2H)-one N1(C=NC=C1)CC1=CC(=C2CCN(C(C2=C1)=O)C1=CC=NC2=C(C=C(C=C12)CC)COC)C=1C(=NN(C1)C)C(F)(F)F